[6-(3-cyclopropyl-1,2,4-triazol-1-yl)-2-azaspiro[3.3]heptan-2-yl]-[6-[[4-(trifluoromethyl)-1H-pyrazol-3-yl]methyl]-2-azaspiro[3.3]heptan-2-yl]methanone C1(CC1)C1=NN(C=N1)C1CC2(CN(C2)C(=O)N2CC3(C2)CC(C3)CC3=NNC=C3C(F)(F)F)C1